C(C)C(C=O)=CCC1C(C2(CC2C1)COC)(C)C 2-ethyl-4-[1-(methoxymethyl)-2,2-dimethyl-3-bicyclo[3.1.0]hexyl]but-2-enal